d-fucitol C([C@H](O)[C@@H](O)[C@@H](O)[C@H](O)C)O